N-[(1S)-1-[[6-chloro-5-(3,5-dimethyl-1H-pyrazol-4-yl)-2-pyridinyl]carbamoyl]-2,2-dicyclohexyl-ethyl]-3-isopropyl-isoxazole-4-carboxamide ClC1=C(C=CC(=N1)NC(=O)[C@H](C(C1CCCCC1)C1CCCCC1)NC(=O)C=1C(=NOC1)C(C)C)C=1C(=NNC1C)C